FC(C1=NN=C(S1)C1=NC=C2N1C=C(C=C2N2C[C@@H](N([C@H](C2)C)C)C)S(=O)(=O)NC2(COC2)C)F 3-(5-(difluoromethyl)-1,3,4-thiadiazol-2-yl)-N-(3-methyloxetane-3-yl)-8-((3S,5S)-3,4,5-trimethylpiperazin-1-yl)imidazo[1,5-a]pyridine-6-sulfonamide